Diethyl-2-dimethoxyphosphinothioylsulfanylbutandioat C(C)OC(C(CC(=O)OCC)SP(=S)(OC)OC)=O